FC=1C=NN(C1)C1=NNC2=CC=C(C=C12)NCC1=C(C=CC(=C1)F)OC 3-(4-Fluoro-1H-pyrazol-1-yl)-N-(5-fluoro-2-methoxybenzyl)-1H-indazol-5-amine